2-(thiophene-2-sulfenyl)pyridine-N-oxide S1C(=CC=C1)SC1=[N+](C=CC=C1)[O-]